C(C)CC(CC(=O)[O-])=O.C(C)CC(CC(=O)[O-])=O.C(CC)O[Ti+2]OCCC di-n-propoxytitanium bis(ethylacetoacetate)